N[C@](C(=O)N1CCN(CC1)C1=CC=C(C=N1)C=1C=2N(C=C(N1)C=1C=NN(C1)C)N=CC2)(C)C2=CC=CC=C2 (R)-4-(6-(4-(2-amino-2-phenylpropionyl)piperazin-1-yl)pyridin-3-yl)-6-(1-methyl-1H-pyrazol-4-yl)pyrazolo[1,5-a]Pyrazine